FCC1=CC=C(C=C1)OC 1-(fluoromethyl)4-Methoxybenzene